BrC1(C(C1)C=1C(=C2C3(CN(C(C2=CC1)=O)CC1=CC=C(C=C1)OC)CC3)F)F 6'-(2-bromo-2-fluorocyclopropyl)-5'-fluoro-2'-(4-methoxybenzyl)-2',3'-dihydro-1'H-spiro[cyclopropane-1,4'-isoquinolin]-1'-one